OCCOC(C(=O)O)C 2-(2-hydroxyethoxy)propanoic acid